C1(=CC=CC=C1)C=1C=C(C=2N(C1)C=C(N2)C2=CC=C(C=C2)S(=O)(=O)N)C2=CC=CC=C2 4-(6,8-diphenylimidazo[1,2-a]pyridin-2-yl)benzenesulfonamide